COC1=C(NC\C=C/C=2C=C(C=3C=CN(C3C2)CC(F)(F)F)NC2CCN(CC2)C)C=CC(=C1)S(=O)(=O)C 6-[(Z)-3-(2-methoxy-4-methylsulfonyl-anilino)prop-1-enyl]-N-(1-methyl-4-piperidyl)-1-(2,2,2-trifluoroethyl)indol-4-amine